2,3,6-trimethylbenzoyl chloride CC1=C(C(=O)Cl)C(=CC=C1C)C